FC1=NN(N=C1)C=1C=C(C=CC1C(F)(F)F)NC(=O)N1C2CC(CC1(C2)C(=O)O)C 6-((3-(4-fluoro-2H-1,2,3-triazol-2-yl)-4-(trifluoromethyl)phenyl)carbamoyl)-3-methyl-6-azabicyclo[3.1.1]heptane-1-carboxylic acid